N1=C2C(=CC=C1)OC1=C2C=CC=C1B(O)O benzofuro[3,2-b]pyridin-6-ylboronic acid